C(#N)C1=C(C=CC=C1Cl)N(C(C(=C)C)=O)C N-(2-cyano-3-chlorophenyl)-N-methyl-methacrylamide